NC1=NC(N(C=C1)[C@@H]1O[C@]([C@H](C1)OCC1=CC=CC=C1)(CF)COCC1=CC=CC=C1)=O 4-amino-1-((2R,4S,5R)-4-(benzyloxy)-5-((benzyloxy)methyl)-5-(fluoromethyl)tetrahydrofuran-2-yl)pyrimidin-2(1H)-one